[Cu].[Zr] zirconium-copper